2-chloro-6-cyclopropylpyridine-4-carbonitrile ClC1=NC(=CC(=C1)C#N)C1CC1